2'-deoxyuridine 5'-alpha,beta-imido-triphosphate C1[C@@H]([C@H](O[C@H]1N2C=CC(=O)NC2=O)COP(=O)(NP(=O)(O)OP(=O)(O)O)O)O